3-(2,2-dimethylbutyl)oxetane CC(CC1COC1)(CC)C